Silver Bismuth Sulfoiodide S(=O)(=O)(O)I.[Bi].[Ag]